N-trityl-1,2-ethylenediamine hydrobromide Br.C(C1=CC=CC=C1)(C1=CC=CC=C1)(C1=CC=CC=C1)NCCN